C1(CC1)C1=CC(=C(C2=C1N(N=N2)C)C)C(CC(=O)OCC)C=2C=C1CCCC1=C(C2)CN2C[C@H](OC1=C([C@@H]2C)N=CC=C1)CC Ethyl 3-(7-cyclopropyl-1,4-dimethyl-1H-benzotriazol-5-yl)-3-(7-{[(2R,5S)-2-ethyl-5-methyl-2,3-dihydropyrido[2,3-f][1,4]oxazepin-4(5H)-yl]methyl}-2,3-dihydro-1H-inden-5-yl)propanoate